5-{4-Bromo-3-[1-(piperidin-4-yl)ethoxy]phenyl}-1,3,4-oxadiazol-2(3H)-one BrC1=C(C=C(C=C1)C1=NNC(O1)=O)OC(C)C1CCNCC1